COC1=NC=CC=C1C1=NC2=CC=C(C=C2C=C1C=1C(=NC=CC1)OC)NC(=O)NCC(CC)O 1-(2,3-bis(2-methoxypyridin-3-yl)quinolin-6-yl)-3-(2-hydroxybutyl)urea